4-Fluoro-1-methyl-2-(4-(methylsulfonyl)phenyl)-6-(4-((4-(pyrrolidin-1-yl)piperidin-1-yl)methyl)phenyl)-1H-benzo[d]imidazol FC1=CC(=CC=2N(C(=NC21)C2=CC=C(C=C2)S(=O)(=O)C)C)C2=CC=C(C=C2)CN2CCC(CC2)N2CCCC2